Tert-butyl (R)-1-((6-(3-methylmorpholino)-2-(1-tosyl-1H-pyrrolo[2,3-b]pyridin-4-yl)pyrimidin-4-yl)imino)-1λ6-thiomorpholine-4-carboxylate 1-oxide C[C@@H]1COCCN1C1=CC(=NC(=N1)C1=C2C(=NC=C1)N(C=C2)S(=O)(=O)C2=CC=C(C)C=C2)N=S2(CCN(CC2)C(=O)OC(C)(C)C)=O